CC1=NC(=CC=C1N1CCN(CC1)CC=1C=CC=2C3=C(C(NC2C1)=O)SC=C3)C(NC)=O 7-((4-(2-methyl-6-(methylcarbamoyl)pyridin-3-yl)piperazin-1-yl)methyl)thieno[2,3-c]quinolin-4(5H)-one